1-Monolinoleoylglycerol C(CCCCCCC\C=C/C\C=C/CCCCC)(=O)OCC(O)CO